C(=O)O.FC(C=1C(=C(C=CC1)[C@@H](C)NC1=NN=C(C=2C1=CN(C(C2)=O)CCO)C)F)F (R)-4-((1-(3-(difluoromethyl)-2-fluorophenyl)ethyl)amino)-6-(2-hydroxyethyl)-1-methylpyrido[3,4-d]pyridazin-7(6H)-one formate salt